rel-(1R,5S)-8-((4-(4-chlorophenoxy)-3,5-difluorophenyl)sulfonyl)-N-hydroxy-3-(morpholine-4-carbonyl)-3,8-diazabicyclo[3.2.1]octane-1-carboxamide ClC1=CC=C(OC2=C(C=C(C=C2F)S(=O)(=O)N2[C@]3(CN(C[C@@H]2CC3)C(=O)N3CCOCC3)C(=O)NO)F)C=C1 |o1:17,21|